ClC=1C=C(CNCCCCOCCN2C(C3=C(C=4C=CC(=CC24)C(=O)OC)C=NN3)=O)C=CC1OC(F)(F)F Methyl 5-(2-(4-((3-chloro-4-(trifluoromethoxy)benzyl)amino)butoxy)ethyl)-4-oxo-4,5-dihydro-3H-pyrazolo[3,4-c]quinoline-7-carboxylate